NC=1C=C(C=CC1Cl)C(=O)C1=CC(=C(C=C1)Cl)N bis(3-amino-4-chloro-phenyl)-methanone